C(C)(C)(C)[S@@](=O)N1CC2=NNC=C2[C@H]1C1=C(C(=CC=C1)OC)C (4R)-5-[(R)-tert-butylsulfinyl]-4-(3-methoxy-2-methyl-phenyl)-4,6-dihydro-2H-pyrrolo[3,4-c]pyrazole